2,2'-Bis(diphenylphosphino)1,1'-binaphthyl C1(=CC=CC=C1)P(C1=C(C2=CC=CC=C2C=C1)C1=C(C=CC2=CC=CC=C12)P(C1=CC=CC=C1)C1=CC=CC=C1)C1=CC=CC=C1